NCC1CCC(CC1)N1C2=NC(=NC=C2N=C1NC1=CC(=CC=C1)Cl)N(C1CCOCC1)C 9-((1S,4S)-4-(aminomethyl)cyclohexyl)-N8-(3-chlorophenyl)-N2-methyl-N2-(tetrahydro-2H-pyran-4-yl)-9H-purine-2,8-diamine